[3-(1-{4-[4-(dimethoxymethyl)piperidin-1-yl]phenyl}-3-(pyridin-4-yl)pyrazol-4-yl)-2-fluorophenyl]propane-1-sulfonamide COC(C1CCN(CC1)C1=CC=C(C=C1)N1N=C(C(=C1)C=1C(=C(C=CC1)C(CC)S(=O)(=O)N)F)C1=CC=NC=C1)OC